3-Chloro-5-(imidazo[1,2-a]pyridin-6-yl)-2-methylpyrazolo[1,5-a]pyrimidine-6-carboxylic acid ethyl ester C(C)OC(=O)C=1C(=NC=2N(C1)N=C(C2Cl)C)C=2C=CC=1N(C2)C=CN1